3,3-dimethoxy-1-methylcyclobutanecarboxylic acid methyl ester COC(=O)C1(CC(C1)(OC)OC)C